IC=1C=C(C(=O)[O-])C=CC1 3-iodobenzoate